2,2-Dihydroxymethyl-butyraldehyde OCC(C=O)(CC)CO